3-(N-(5-morpholino-quinolin-8-yl)sulfamoyl)-benzamide O1CCN(CC1)C1=C2C=CC=NC2=C(C=C1)NS(=O)(=O)C=1C=C(C(=O)N)C=CC1